COC1=C(C=CC(=C1)S(=O)(=O)C)NCC#CC1=CC=C2C(=CN(C2=C1)CC(F)(F)F)C(=O)NC1CCN(CC1)C 6-(3-((2-methoxy-4-(methylsulfonyl)phenyl)amino)prop-1-yn-1-yl)-N-(1-methylpiperidin-4-yl)-1-(2,2,2-trifluoroethyl)-1H-indole-3-carboxamide